C1(CC1)NC1SC2=C(N1CC(C)C)C=CC=C2 2-(cyclopropylamino)-N-isobutylbenzo[d]thiazole